ClC=1C=C(C=CC1OC1=CC(=CC=C1)C(F)(F)F)NC=1C2=C(N=CN1)C=CN2CCNC(CC(C)(C)O)=O N-[2-[4-[3-chloro-4-[3-(trifluoromethyl)phenoxy]phenylamino]-5H-pyrrolo[3,2-d]pyrimidin-5-yl]ethyl]-3-hydroxy-3-methylbutyramide